3-(6-((3,3-Difluoropiperidin-4-yl)amino)-1-methyl-1H-indazol-3-yl)piperidine-2,6-dione hydrochloride Cl.FC1(CNCCC1NC1=CC=C2C(=NN(C2=C1)C)C1C(NC(CC1)=O)=O)F